N-(2-methylcyclopentyl)-2-(pyridin-4-yl)pyrido[3,4-d]pyrimidin-4-amine CC1C(CCC1)NC=1C2=C(N=C(N1)C1=CC=NC=C1)C=NC=C2